3-(3-chloro-5-fluoro-2-methoxyanilino)-2-(3-{[(2S)-2-methyloxetan-2-yl]methoxy}pyridin-4-yl)-1,5,6,7-tetrahydro-4H-pyrrolo[3,2-c]pyridin-4-one ClC=1C(=C(NC2=C(NC3=C2C(NCC3)=O)C3=C(C=NC=C3)OC[C@]3(OCC3)C)C=C(C1)F)OC